C(C)OC(=C)C1=C(CC2=NN(C=C2)C)C=CC(=C1)F 3-(2-(1-ethoxyvinyl)-4-fluorobenzyl)-1-methyl-1H-pyrazole